4-chloro-6-fluoro-7-(2-fluoro-6-methoxyphenyl)-1-(2-isopropyl-4-methylpyridin-3-yl)-3-nitro-1,8-naphthyridin-2(1H)-one ClC1=C(C(N(C2=NC(=C(C=C12)F)C1=C(C=CC=C1OC)F)C=1C(=NC=CC1C)C(C)C)=O)[N+](=O)[O-]